N1(CCCCC1)CCCCCCCCCCCC=O piperidinododecan-12-one